tri-tert-butyl (5R,12S,16S)-5-[(1-methoxynaphthalen-2-yl)methyl]-3,6,14-trioxo-1-phenyl-2-oxa-4,7,13,15-tetraazaoctadecane-12,16,18-tricarboxylate COC1=C(C=CC2=CC=CC=C12)C[C@@H](NC(OCC1=CC=CC=C1)=O)C(NCCCC[C@H](NC(N[C@@H](CCC(=O)OC(C)(C)C)C(=O)OC(C)(C)C)=O)C(=O)OC(C)(C)C)=O